C(C)(C)(C)N(C(=O)OC=1C(=NC=CC1)C1OCCO1)C\C=C(/CO)\F 2-(1,3-dioxolan-2-yl)pyridin-3-ol Tert-butyl-(E)-(3-fluoro-4-hydroxybut-2-en-1-yl)carbamate